2-(Dibenzylamino)acetaldehyde C(C1=CC=CC=C1)N(CC=O)CC1=CC=CC=C1